3-((S)-2-hydroxy-3-((R)-8-(5,6,7,8-tetrahydro-1,6-naphthyridin-3-ylsulfonyl)-1-oxa-8-azaspiro[4.5]decan-3-ylamino)propoxy)-N-methylbenzenesulfonamide O[C@H](COC=1C=C(C=CC1)S(=O)(=O)NC)CN[C@H]1COC2(C1)CCN(CC2)S(=O)(=O)C=2C=NC=1CCNCC1C2